OC1=C(C=CC2=[N+](C3=CC=CC=C3C2(C)C)CCCS(=O)(=O)[O-])C=CC=C1.BrC=1C=C(C=CC1O)C(C(C1=CC(=C(C=C1)O)Br)C1=CC(=C(C=C1)O)Br)C1=CC(=C(C=C1)O)Br 1,1,2,2-tetrakis(3-bromo-4-hydroxyphenyl)ethane 3-(2-(2-hydroxystyryl)-3,3-dimethyl-3H-indol-1-ium-1-yl)propane-1-sulfonate